ClC1=CC=C(C=C1)C1=CC=C(C=C1)S(=O)(=O)NCC1C2(C(NC(N2)=O)=O)CCC1 4'-Chloro-N-((2,4-dioxo-1,3-diazaspiro[4.4]nonane-6-yl)methyl)-[1,1'-biphenyl]-4-sulfonamide